C1C(CCCCCCCCCCCCCCCC)S1 1-octadecene sulfide